1-(2-(4-(2,4-dichlorobenzyl)piperazine-1-carbonyl)phenyl)ethanone ClC1=C(CN2CCN(CC2)C(=O)C2=C(C=CC=C2)C(C)=O)C=CC(=C1)Cl